2-((2-oxopyridin-1(2H)-yl)methyl)benzamide O=C1N(C=CC=C1)CC1=C(C(=O)N)C=CC=C1